ClC1=C(C=CC=C1F)N(C(=O)C1=NC2=C(N1)C=CC(=C2)C2(COC2)C)CC(C(=O)OCC)(F)F ethyl 3-(N-(2-chloro-3-fluorophenyl)-5-(3-methyloxetan-3-yl)-1H-benzo[d]imidazole-2-carboxamido)-2,2-difluoropropanoate